OC1=CC=C(C=C1)CC(=O)O p-HydroxyPhenyl-Acetic Acid